2-[1-[4-(2,6-dioxo-3-piperidyl)phenyl]-4-piperidyl]acetaldehyde O=C1NC(CCC1C1=CC=C(C=C1)N1CCC(CC1)CC=O)=O